[Si]([O-])([O-])([O-])[O-].[Si](O)(O)(O)O.[Si](O)(O)(O)O.[Mg+2].[Ca+2] calcium magnesium trisilicate